(4-(1-benzyl-1H-1,2,4-triazol-5-yl)piperazin-1-yl)-6-(1-methyl-1H-pyrazol-4-yl)pyrazolo[1,5-a]pyridine C(C1=CC=CC=C1)N1N=CN=C1N1CCN(CC1)C1=NN2C(C=CC(=C2)C=2C=NN(C2)C)=C1